FC1=C(C=CC(=C1)[N+](=O)[O-])N1C(CCC1)C(F)(F)F 1-(2-Fluoro-4-Nitrophenyl)-2-(Trifluoromethyl)Pyrrolidine